2-(ETHYLCARBAMOYL)ACETIC ACID C(C)NC(=O)CC(=O)O